[2-(pyridin-4-yl)ethyl]benzamide N1=CC=C(C=C1)CCC1=C(C(=O)N)C=CC=C1